CCCCC\C=C/CCCCCCC\C=C/CCCCC (6Z,15Z)-henicosa-6,15-dien